2-(2-Hydroxy-5-tert-butylphenyl)-2H-benzotriazole OC1=C(C=C(C=C1)C(C)(C)C)N1N=C2C(=N1)C=CC=C2